5-BROMO-7-FLUOROINDOLE-3-CARBOXALDEHYDE BrC=1C=C2C(=CNC2=C(C1)F)C=O